2-[2-[(2S,6S)-2,6-dimethylmorpholin-4-yl]-5-nitro-4-pyridyl]-4-fluoro-pyrazol-3-amine C[C@H]1CN(C[C@@H](O1)C)C1=NC=C(C(=C1)N1N=CC(=C1N)F)[N+](=O)[O-]